ClC1=C(C=CC(=C1)C(F)(F)F)NC(CN1C=2N(C(C(=C1CC)N1CCN(CC1)CC1=C(C=NC=C1)O)=O)N=C(N2)C2=CCCCCC2)=O N-(2-chloro-4-(trifluoromethyl)phenyl)-2-(2-(cyclohepta-1-en-1-yl)-5-ethyl-6-(4-(3-hydroxyisonicotinyl)piperazin-1-yl)-7-oxo-[1,2,4]triazolo[1,5-a]pyrimidin-4(7H)-yl)acetamide